C1(CC1)C1=C[C@H](N(CC1)CC1=C2C=CNC2=C(C=C1OC)C)C1=CC=C(C(=O)O)C=C1 (S)-4-(4-cyclopropyl-1-((5-methoxy-7-methyl-1H-indol-4-yl)methyl)-1,2,5,6-tetrahydropyridin-2-yl)benzoic acid